CC=1C=C(C(=O)NC(=C)C2=CC=CC=C2)C=CC1 3-methyl-N-(1-phenylvinyl)benzamide